OC=1C=C(C=C(C1O)O)CNC(C1=CC=CC=C1)=O N-(3,4,5-trihydroxyphenylmethyl)benzamide